tert-butyl 3-((((9H-fluoren-9-yl)methoxy)carbonyl)(2-(benzyloxy)-2-oxoethyl)amino)propanoate C1=CC=CC=2C3=CC=CC=C3C(C12)COC(=O)N(CCC(=O)OC(C)(C)C)CC(=O)OCC1=CC=CC=C1